4-((2-(cyclopropylmethyl)-1,2,3,4-tetrahydroisoquinolin-7-yl)(methyl)amino)benzonitrile hydrochloride Cl.C1(CC1)CN1CC2=CC(=CC=C2CC1)N(C1=CC=C(C#N)C=C1)C